6-(6-ethoxypyridin-3-yl)pyrazin-2-carboxylic acid C(C)OC1=CC=C(C=N1)C1=CN=CC(=N1)C(=O)O